FC=1C(=C2C(C(=CN(C2=NC1N1CC(C1)=NO)C1=NC=NS1)C(=O)O)=O)C 6-fluoro-7-[3-(hydroxyimino)azetidin-1-yl]-5-methyl-4-oxo-1-(1,2,4-thiadiazol-5-yl)-1,4-dihydro-1,8-naphthyridine-3-carboxylic acid